(1H-tetrazol-1-yl)methanethiol N1(N=NN=C1)CS